COCCOC=1C=C2C(=NN(C2=CC1)C(C1=CC=CC=C1)(C1=CC=CC=C1)C1=CC=CC=C1)N 5-(2-methoxyethoxy)-1-trityl-1H-indazol-3-amine